CC1N(C(CC1)C)C(=O)NC(C(=O)O)CCN(CCCCC1=NC=2NCCCC2C=C1)CCOC1(CC1)C 2-[[2,5-dimethylpyrrolidine-1-carbonyl]amino]-4-[2-(1-methylcyclopropoxy)ethyl-[4-(5,6,7,8-tetrahydro-1,8-naphthyridin-2-yl)butyl]amino]butanoic acid